2-[3-(5-chloro-2-fluoro-phenyl)-1H-pyrazol-4-yl]-7-(6-isopropyl-3,6-diazabicyclo[3.2.0]heptan-3-yl)-1,5-naphthyridine ClC=1C=CC(=C(C1)C1=NNC=C1C1=NC2=CC(=CN=C2C=C1)N1CC2CN(C2C1)C(C)C)F